N-[4-(2,6-dimethylphenyl)-6-(2-isopropoxyphenoxy)pyrimidin-2-yl]-1-methyl-pyrazole-4-sulfonamide CC1=C(C(=CC=C1)C)C1=NC(=NC(=C1)OC1=C(C=CC=C1)OC(C)C)NS(=O)(=O)C=1C=NN(C1)C